tri(tributylsilane) borate B(O)(O)O.C(CCC)[SiH](CCCC)CCCC.C(CCC)[SiH](CCCC)CCCC.C(CCC)[SiH](CCCC)CCCC